FC1=C(C=CC(=C1)F)S(=O)(=O)NC=1C(=NC=C(C1)C=1N=CC2=CC=CC(=C2C1)N1CCN(CC1)C(\C=C\C(C)=O)=O)OC (E)-2,4-difluoro-N-(2-methoxy-5-(5-(4-(4-oxopent-2-enoyl)piperazin-1-yl)isoquinolin-3-yl)pyridin-3-yl)benzenesulfonamide